Fluoren-7-one C1=CC=CC2=C3C=CC(C=C3C=C12)=O